(S)-N-(4-(8-amino-6-methyl-3-(trideuteriomethyl)imidazo[1,5-a]pyrazin-1-yl)-3-methylphenyl)-2-(3-fluorophenyl)-2-hydroxyacetamide NC=1C=2N(C=C(N1)C)C(=NC2C2=C(C=C(C=C2)NC([C@@H](O)C2=CC(=CC=C2)F)=O)C)C([2H])([2H])[2H]